distearyl thiodipropionate (dioctadecyl 3,3'-thiodipropionate) C(CCCCCCCCCCCCCCCCC)C(C(=O)O)(CSCCC(=O)O)CCCCCCCCCCCCCCCCCC.S(CCC(=O)OCCCCCCCCCCCCCCCCCC)CCC(=O)OCCCCCCCCCCCCCCCCCC